COC[C@H]1O[C@@H]([C@@H]([C@@H]2[C@H]1OC(O2)(C)C)NC(OC(C)(C)C)=O)CCC tert-butyl ((3aR,4R,6R,7S,7aR)-4-(methoxymethyl)-2,2-dimethyl-6-propyltetrahydro-4H-[1,3]dioxolo[4,5-c]pyran-7-yl)carbamate